C(N)(OC(C=1C(=CC=CC1)C(C)(C)OC(N)=O)(C)C)=O tetramethylxylylene dicarbamate